1-benzyl-N-(3-bromo-2-chlorobenzyl)piperidine-4-carboxamide C(C1=CC=CC=C1)N1CCC(CC1)C(=O)NCC1=C(C(=CC=C1)Br)Cl